sodium (ethylthio) sulfate S(=O)(=O)(OSCC)[O-].[Na+]